ethyl sulfite, imidazolium salt N1C=[NH+]C=C1.S(=O)(OCC)[O-]